(S)-3-(4-aminophenyl)piperidine-1-carboxylic acid tert-butyl ester C(C)(C)(C)OC(=O)N1C[C@@H](CCC1)C1=CC=C(C=C1)N